(R)-3-(3-chloro-4-fluorophenyl)-1-(1-(5-methoxy-1,2-dihydro-isoquinolin-4-yl)ethyl)-1-methylurea ClC=1C=C(C=CC1F)NC(N(C)[C@H](C)C1=CNCC2=CC=CC(=C12)OC)=O